N1=CC(=CC=C1)N1N=C(N=N1)C(=O)OCC ethyl 2-(pyridin-3-yl)-1,2,3,4-tetrazol-5-carboxylate